NC\C=C(\CN1N=NC2=C1C=C(C=C2C2=CC(=C(C=C2)OC)S(NC(C)C)(=O)=O)C(=O)NC)/F (Z)-1-(4-amino-2-fluorobut-2-en-1-yl)-4-(3-(N-isopropylsulfamoyl)-4-methoxyphenyl)-N-methyl-1H-benzo[d][1,2,3]triazol-6-carboxamide